6-(1,3-benzoxazol-2-yl)-2-{[cyclobutyl(phenyl)methyl](methyl)amino}-5-methoxy-3-methyl-3,4-dihydropyrimidin-4-one O1C(=NC2=C1C=CC=C2)C2=C(C(N(C(=N2)N(C)C(C2=CC=CC=C2)C2CCC2)C)=O)OC